3-Fluoro-4-[1-[[4-[methyl(2-phenoxyethyl)amino]tetrahydropyran-4-carbonyl]amino]cyclopropyl]benzoic acid FC=1C=C(C(=O)O)C=CC1C1(CC1)NC(=O)C1(CCOCC1)N(CCOC1=CC=CC=C1)C